(2-([1,1'-biphenyl]-4-yl(9,9-dimethyl-9H-fluorene-2-yl)-amino)phenyl)boronic acid C1(=CC=C(C=C1)N(C1=C(C=CC=C1)B(O)O)C1=CC=2C(C3=CC=CC=C3C2C=C1)(C)C)C1=CC=CC=C1